C(C)(C)(C)OC(NCCC=1C=NC(=CC1)C=1N=NN(N1)C)=O 2-(6-(2-methyl-2H-tetrazol-5-yl)pyridin-3-yl)ethylcarbamic acid tert-butyl ester